bis(methyl-cyclopentadienyl)hafnium CC1(C=CC=C1)[Hf]C1(C=CC=C1)C